ClC1=CC(=C2C(=CNC2=C1Cl)C=1C=NN(C1)C1OCCCC1)N(C(OC(C)(C)C)=O)COCC[Si](C)(C)C tert-butyl N-[6,7-dichloro-3-(1-tetrahydropyran-2-ylpyrazol-4-yl)-1H-indol-4-yl]-N-(2-trimethylsilyl ethoxymethyl)carbamate